2-(azepan-1-yl)-N-(2,6-dimethylphenyl)butanamide tert-Butyl-3-methyl-3,4,6,7-tetrahydro-5H-imidazo[4,5-c]pyridine-5-carboxylate C(C)(C)(C)OC(=O)N1CC2=C(CC1)N=CN2C.N2(CCCCCC2)C(C(=O)NC2=C(C=CC=C2C)C)CC